tert-butyl 9-(4-amino-7-methyl-5-(pyridin-3-yl)-7H-pyrrolo-[2,3-d]pyrimidin-6-yl)-3-azaspiro[5.5]undec-8-ene-3-carboxylate NC=1C2=C(N=CN1)N(C(=C2C=2C=NC=CC2)C2=CCC1(CCN(CC1)C(=O)OC(C)(C)C)CC2)C